5-(3-(3-aminopropyl)phenoxy)pentan-1-ol NCCCC=1C=C(OCCCCCO)C=CC1